CC=1N=C2N(C(=C(C(=N2)C)O[C@H]2CN(CC2)C2=CC=C(C=C2)C2=CC=C(N=N2)CN2CCOCC2)C)C1C 4-[[6-[4-[(3R)-3-(2,3,5,7-tetramethylimidazo[1,2-a]pyrimidin-6-yl)oxypyrrolidin-1-yl]phenyl]pyridazin-3-yl]methyl]morpholine